N1=CC(=CC=C1)S(=O)(=O)N1CC=C(CC1)C=1C=C(C(=NC1)C(=O)NCC(=O)O)O (5-(1-(pyridine-3-sulfonyl)-1,2,5,6-tetrahydropyridin-4-yl)-3-hydroxy-pyridine-2-carbonyl)glycine